O=C(CNC(C1=CC(=CC=C1)C(F)(F)F)=O)N1CCC2N(CCCC21)C2CCC(CC2)C2=CC=CC=C2 N-(2-oxo-2-(4-((1r,4r)-4-phenylcyclohexyl)octahydro-1H-pyrrolo[3,2-b]pyridin-1-yl)ethyl)-3-(trifluoromethyl)benzamide